10-((4-(((R)-1-(3-bromophenyl)ethyl)amino)-6-methoxy-2-methylquinazolin-7-yl)oxy)-N-((5-(2,6-dioxopiperidin-3-yl)-4-oxo-5,6-dihydro-4H-thieno[3,4-c]pyrrol-1-yl)-methyl)decanamide BrC=1C=C(C=CC1)[C@@H](C)NC1=NC(=NC2=CC(=C(C=C12)OC)OCCCCCCCCCC(=O)NCC=1SC=C2C1CN(C2=O)C2C(NC(CC2)=O)=O)C